4-(4-carboxyphenyl)porphyrin C(=O)(O)C1=CC=C(C=C1)C12CC=C(N1)C=C1C=CC(C=C3C=CC(=CC=4C=CC(=C2)N4)N3)=N1